BrC1=C2CCN(C(C2=CC=C1)C)C(=O)OC(C)(C)C tert-butyl 5-bromo-1-methyl-3,4-dihydroisoquinoline-2(1H)-carboxylate